2,2-Bis(3-methyl-4-cyanatophenyl)propan CC=1C=C(C=CC1OC#N)C(C)(C)C1=CC(=C(C=C1)OC#N)C